CC1(C(NC2=C(C=C(C=C12)C(F)(F)F)C(=O)O)=O)C 3,3-dimethyl-2-oxo-5-(trifluoromethyl)indoline-7-carboxylic acid